ClC1=CC=NN1C1(CC1)C(=O)O 1-(5-chloro-1H-pyrazol-1-yl)cyclopropane-1-carboxylic acid